CC1(C(CCC1)N1C(C(=CC2=C1N=C(N=C2)SC)C#N)=O)C 8-(2,2-dimethylcyclopentyl)-2-(methylthio)-7-oxo-7,8-dihydropyrido[2,3-d]pyrimidine-6-carbonitrile